(R)-5-(tert-butyl)-N-(3-(2-((1-methyl-1H-pyrazol-4-yl)amino)pyrimidin-4-yl)-6,7,8,9-tetrahydro-5H-cyclohepta[c]pyridin-9-yl)-1,2,4-oxadiazole-3-carboxamide C(C)(C)(C)C1=NC(=NO1)C(=O)N[C@@H]1CCCCC2=C1C=NC(=C2)C2=NC(=NC=C2)NC=2C=NN(C2)C